tert-butyl N-[5-[4-[[2-[(3R,4R)-3-fluoro-4-(3-methylsulfonylpropanoylamino) pyrrolidin-1-yl]-9-methyl-purin-6-yl]amino]-3-methoxy-pyrazol-1-yl]pentyl]carbamate F[C@@H]1CN(C[C@H]1NC(CCS(=O)(=O)C)=O)C1=NC(=C2N=CN(C2=N1)C)NC=1C(=NN(C1)CCCCCNC(OC(C)(C)C)=O)OC